CC=1N=C2N(CCN(C2)C(=O)C=2C=C3C(=NC2)NC=C3C3=CC(=NC=C3)N3CCN(CC3)C)C1 (2-methyl-5,6-dihydroimidazo[1,2-a]pyrazin-7(8H)-yl)(3-(2-(4-methylpiperazin-1-yl)pyridin-4-yl)-1H-pyrrolo[2,3-b]pyridin-5-yl)methanone